Cl.Cl.FC1CNCCC1C1CC12CNCCC2 (3-fluoropiperidin-4-yl)-5-azaspiro[2.5]octane dihydrochloride